2-isopropoxy-1H-imidazole C(C)(C)OC=1NC=CN1